O=C1C(=NC=C2N1[C@@H](CC2)C(=O)O)N[C@H]2CCC1=CC=C(C=C21)C2=CC=CC=C2 (S)-4-oxo-3-(((S)-6-phenyl-2,3-dihydro-1H-inden-1-yl)amino)-4,6,7,8-tetrahydropyrrolo[1,2-a]pyrazine-6-carboxylic acid